1-bromo-3-(benzenesulfonyl)benzene BrC1=CC(=CC=C1)S(=O)(=O)C1=CC=CC=C1